4-(methoxymethoxy)benzene COCOC1=CC=CC=C1